4-[1,2,2-Tris(4-prop-2-enoyloxybutoxy)ethoxy]butylprop-2-enoat C(C=C)(=O)OCCCCOC(C(OCCCCOC(C=C)=O)OCCCCOC(C=C)=O)OCCCCOC(C=C)=O